7-fluoro-2H-benzo[b][1,4]oxazine FC=1C=CC2=C(OCC=N2)C1